[Si].[P].C(C1=CC=CC=C1)(=O)C1=CC=CC=C1 benzophenone phosphorus silicon